3-methoxy-1-(methoxymethoxy)-2-methylnaphthalene COC=1C(=C(C2=CC=CC=C2C1)OCOC)C